FC(S(=O)(=O)N1C[C@@H](CCCC1)NC(CC1=NC=C2C=CC(=NC2=C1)C1=NC(=CC=C1)N1C[C@@H](O[C@@H](C1)C)C)=O)F N-((R)-1-((difluoromethyl)sulfonyl)azepan-3-yl)-2-(2-(6-((cis)-2,6-dimethylmorpholino)pyridin-2-yl)-1,6-naphthyridin-7-yl)acetamide